dimethyl hexanediate C(CCCCC(=O)OC)(=O)OC